O.ClC1=CC=C(C=C1)N(C(=O)OCC1CCC(CC1)COCC(=O)[O-])C1=CC=CC=C1.[Na+] sodium 2-(((1r,4r)-4-(((4-chlorophenyl) (phenyl)carbamoyloxy)methyl)cyclohexyl)methoxy)acetate hydrate